3-(2-((6-(cyclopropylmethoxy)-2,3-difluorobenzyl)oxy)-5-fluoropyridin-4-yl)-2,4-dioxo-1,2,3,4-tetrahydrothieno[3,4-d]pyrimidine-5-carboxylic acid C1(CC1)COC1=CC=C(C(=C1COC1=NC=C(C(=C1)N1C(NC=2C(C1=O)=C(SC2)C(=O)O)=O)F)F)F